(1Z,3Z,5Z)-1,6-diphenylhexa-1,3,5-triene C1(=CC=CC=C1)\C=C/C=C\C=C/C1=CC=CC=C1